OC(=O)C(F)(F)F.NCCS[P@](=O)(OC1=CC=CC=C1)N[C@@H](C)C(=O)OC(C)C Isopropyl ((R)-((2-aminoethyl) thio) (phenoxy)phosphoryl)-L-alaninate TFA salt